OC1=C(C2=CC=CC=C2C=C1)C=NNC(=O)C1=CC(=C2C=CC=C(C=C12)C(C)C)C N'-((2-hydroxynaphthalene-1-yl)methylene)-7-isopropyl-3-methylazulene-1-carbohydrazide